(R)-2-(pyrrolidine-3-yl)propan-2-ol hydrochloride Cl.N1C[C@@H](CC1)C(C)(C)O